OC1=NN(C(=C1)C1=CC=CC=C1)C1=CC=CC=C1 3-hydroxy-N,5-diphenylpyrazole